(E)-7-(4-aminobenzylidene)-8-oxo-5,6,7,8-tetrahydronaphthalene-2-carboxylic acid NC1=CC=C(\C=C\2/CCC=3C=CC(=CC3C2=O)C(=O)O)C=C1